Cl.C(C)(C)N1C=CC2=C(C=C(C=C12)C(=O)N1CC2(CC1)CCNCC2)N2C(NC(CC2)=O)=O 1-(1-Isopropyl-6-(2,8-diazaspiro[4.5]decane-2-carbonyl)-1H-indol-4-yl)dihydropyrimidine-2,4(1H,3H)-dione hydrochloride